benzyl (3S)-3-[(2R)-1-tert-butoxycarbonylazetidin-2-yl]-3-methoxy-pyrrolidine-1-carboxylate C(C)(C)(C)OC(=O)N1[C@H](CC1)[C@]1(CN(CC1)C(=O)OCC1=CC=CC=C1)OC